C(#C)C1(OC(OC1)=O)C1=CC=C(C=C1)C 4-ethynyl-4-(4-methylphenyl)-1,3-dioxa-2-cyclopentanone